Z-indole iodide [I-].N1C=CC2=CC=CC=C12